CC1=CC=C(C=C1)S(=O)(=O)OCCOCCOCCOCCOCCCNC(COC1=CC=C(C=C1)OC=1C=NC=C(C1)C(F)(F)F)=O 2-[2-[2-[2-[3-[[2-[4-[[5-(trifluoromethyl)-3-pyridyl]oxy]phenoxy]acetyl]amino]propoxy]ethoxy]ethoxy]ethoxy]ethyl 4-methylbenzenesulfonate